2-(3,4-dimethoxyphenyl)-7-(piperazin-1-yl)-4H-pyrido[1,2-a]pyrimidin-4-one COC=1C=C(C=CC1OC)C=1N=C2N(C(C1)=O)C=C(C=C2)N2CCNCC2